2-(furan-3-yl)-6-methyl-N-(2-(4-phenylpiperazin-1-yl)ethyl)thieno[2,3-d]pyrimidin-4-amine O1C=C(C=C1)C=1N=C(C2=C(N1)SC(=C2)C)NCCN2CCN(CC2)C2=CC=CC=C2